3-bromo-5-(3-chloro-5-fluorophenoxy)-1-(1,1,1,3,3,3-hexadeuteropropan-2-yl)-1,2,4-triazole BrC1=NN(C(=N1)OC1=CC(=CC(=C1)F)Cl)C(C([2H])([2H])[2H])C([2H])([2H])[2H]